C=1(C(=C(C(=CC1)CO)CO)C)C xylenedimethanol